C(C1=CC=CC=C1)[C@@H]1N(C(OC1)=O)C(/C=C/C(=O)OCC)=O ethyl (S,E)-4-(4-benzyl-2-oxooxazolidin-3-yl)-4-oxobut-2-enoate